ClC1=NC(=NC(=C1C)C1=C(C=CC=C1C)COC(C)C)N 4-Chloro-6-[2-(isopropoxymethyl)-6-methyl-phenyl]-5-methyl-pyrimidin-2-amine